Cl.C[C@@]1(CNCCC1)O (R)-3-methylpiperidine-3-ol hydrochloride